7-((1H-Imidazol-1-yl)methyl)-1,2,3,4-tetrahydroisoquinoline hydrochloride Cl.N1(C=NC=C1)CC1=CC=C2CCNCC2=C1